(3S)-1-[4-[[2-Fluoro-4-(trifluoromethyl)phenyl]methoxy]piperidine-1-carbonyl]pyrrolidine-3-carboxamide FC1=C(C=CC(=C1)C(F)(F)F)COC1CCN(CC1)C(=O)N1C[C@H](CC1)C(=O)N